5,6-dihydroxyl-2-(3-(trifluoromethoxy)benzylidene)-2,3-dihydro-1H-indene OC=1C=C2CC(CC2=CC1O)=CC1=CC(=CC=C1)OC(F)(F)F